C(CC)OC1=C(C=O)C=CC=C1 2-PROPOXYBENZALDEHYDE